O=C[C@H](C)NC(OCC1=CC=CC=C1)=O (S)-Benzyl (1-oxopropan-2-yl)carbamate